C(C)C=1N=C2N(C=C(C=C2)C2CCN(CC2)CC(=O)N(C)C)C1N(C)C=1SC(=C(N1)C1=CC=C(C=C1)F)CO 2-(4-(2-ethyl-3-((4-(4-fluorophenyl)-5-(hydroxymethyl)thiazol-2-yl)(methyl)amino)imidazo[1,2-a]pyridin-6-yl)piperidin-1-yl)-N,N-dimethylacetamide